3-(oxiranylmethoxy)benzoic acid O1C(C1)COC=1C=C(C(=O)O)C=CC1